C(C)(CC)[Al](C(C)CC)C(C)CC tri-s-butylaluminum